N-(4-(4-amino-3-(3-fluoro-4-((4-methylpyrimidin-2-yl)oxy)phenyl)-7-(1-methyl-1H-pyrazol-4-yl)thieno[3,2-c]pyridin-2-yl)-3-cyanophenyl)methacrylamide NC1=NC=C(C2=C1C(=C(S2)C2=C(C=C(C=C2)NC(C(=C)C)=O)C#N)C2=CC(=C(C=C2)OC2=NC=CC(=N2)C)F)C=2C=NN(C2)C